FCCOC[C@H]1CN(CCN1C1=NC=NC=N1)C1=NC=C(C=N1)C#CC=1C=NC(=NC1)C1=CN=CO1 (R)-5-(5-((2-(3-((2-fluoroethoxy)methyl)-4-(1,3,5-triazin-2-yl)piperazin-1-yl)pyrimidin-5-yl)ethynyl)pyrimidin-2-yl)oxazole